2-(Pyrazin-2-yl)-8,11-dioxadispiro[3.2.47.24]tridecane-2-carboxamide N1=C(C=NC=C1)C1(CC2(C1)CCC1(OCCO1)CC2)C(=O)N